3-[4-(1-methyl-1H-indazole-7-sulfonyl)phenyl]-1-(pyridin-3-ylmethyl)urea CN1N=CC2=CC=CC(=C12)S(=O)(=O)C1=CC=C(C=C1)NC(NCC=1C=NC=CC1)=O